Cl.N1N=C(C=C1)CN (1H-pyrazol-3-yl)methylamine hydrochloride